(S)-7-((1H-Imidazol-1-yl)methyl)-2-(6-ethyl-3,4-dihydro-2H-pyrano[2,3-b]pyridin-4-yl)-5-(1-methyl-3-(trifluoromethyl)-1H-pyrazol-4-yl)-3,4-dihydroisoquinolin-1(2H)-one N1(C=NC=C1)CC1=CC(=C2CCN(C(C2=C1)=O)[C@H]1CCOC2=NC=C(C=C21)CC)C=2C(=NN(C2)C)C(F)(F)F